C1(CCC1)CC1=CC=C2C(=N1)NC=C2C=2C=CC=1N(C2)C(=CN1)C(=O)NCC(F)F 6-(6-(cyclobutylmethyl)-1H-pyrrolo[2,3-b]pyridin-3-yl)-N-(2,2-difluoroethyl)imidazo[1,2-a]pyridine-3-carboxamide